5-fluoro-1-isopropyl-N-(1-(methylsulfonyl)piperidin-4-yl)-1H-[1,2,3]triazolo[4,5-H]quinazolin-8-amine FC=1C=2C=NC(=NC2C2=C(C1)N=NN2C(C)C)NC2CCN(CC2)S(=O)(=O)C